N=1C=NN2C1C=C(C=C2)OC2=C(C=C(C=C2)NC=2C1=C(N=CN2)C=C(C(=N1)C=1CCN(CC1)C(C=C)=O)OC)C 1-(4-(4-((4-([1,2,4]triazolo[1,5-a]pyridin-7-yloxy)-3-methylphenyl)amino)-7-methoxypyrido[3,2-d]pyrimidin-6-yl)-3,6-dihydropyridin-1(2H)-yl)prop-2-en-1-one